4-[4-Cyano-6-(4-cyano-2,6-dimethyl-benzyl)-3-hydroxy-pyridin-2-yl]-4-oxo-butyric acid ethyl ester C(C)OC(CCC(=O)C1=NC(=CC(=C1O)C#N)CC1=C(C=C(C=C1C)C#N)C)=O